[Sc].[Gd] Gadolinium scandium